Cyclopropylmethyl {[5-(5-chloropyridin-2-yl)-1-(2,4-difluorophenyl)-1H-1,2,4-triazol-3-yl]oxy}acetate ClC=1C=CC(=NC1)C1=NC(=NN1C1=C(C=C(C=C1)F)F)OCC(=O)OCC1CC1